hydroxytetradecanoyl-β-hydroxytetradecanoate OCCCCCCCCCCCCCC(=O)OC(CC(CCCCCCCCCCC)O)=O